[Br-].C[S+](CCC1=CC=CC=C1)C dimethyl-(phenethyl)sulfonium bromide